C(CCCCCCC\C=C/CCCCCCCC)(=O)O.C(CCCCCCC\C=C/CCCCCCCC)(=O)O.C(CCCCCCC\C=C/CCCCCCCC)(=O)O.C(C=1C(C(=O)O)=CC(C(=O)O)=CC1)(=O)O trimellitic acid trioleate